Cl.C(C)(C)(C)OC1CNC1 3-(tert-butoxy)azetidine hydrochloride